6-Fluoropyridine-3-boronic acid pinacol ester FC1=CC=C(C=N1)B1OC(C)(C)C(C)(C)O1